4-(menthylcarbonyloxy)undecanoic acid C1(CC(C(CC1)C(C)C)C(=O)OC(CCC(=O)O)CCCCCCC)C